antimony manganese-lead [Pb].[Mn].[Sb]